N-(1-(Difluoromethyl)-3-((4-(trifluoromethyl)phenyl)ethynyl)-1H-pyrrolo[2,3-b]pyridin-5-yl)acrylamide FC(N1C=C(C=2C1=NC=C(C2)NC(C=C)=O)C#CC2=CC=C(C=C2)C(F)(F)F)F